ClC=1C=CC(=NC1)C=1N=C2N(C=CC=C2)C1C=O 2-(5-Chloropyridin-2-yl)imidazo[1,2-a]pyridin-3-carbaldehyd